BrC1=CC=C(C=C1)NCC1N(CC(C1)OS(=O)(=O)C1=CC=C(C)C=C1)C(=O)[O-] 2-(((4-bromophenyl)amino)methyl)-4-(tosyloxy)pyrrolidine-1-carboxylate